(R)-N-(2-(4-Cyanothiazolidin-3-yl)-2-oxoethyl)-6-(3-cyclopropyl-3-fluoroazetidin-1-yl)quinoline-4-carboxamide C(#N)[C@H]1N(CSC1)C(CNC(=O)C1=CC=NC2=CC=C(C=C12)N1CC(C1)(F)C1CC1)=O